tert-Butyl 4-[4-[[6-[[2-chloro-6-[3-[2-[1-(trifluoromethyl)cyclopropyl]ethoxy]pyrazol-1-yl]pyridine-3-carbonyl]sulfamoyl]-3-pyridyl]amino]butyl]-2,2-dimethyl-pyrrolidine-1-carboxylate ClC1=NC(=CC=C1C(=O)NS(=O)(=O)C1=CC=C(C=N1)NCCCCC1CC(N(C1)C(=O)OC(C)(C)C)(C)C)N1N=C(C=C1)OCCC1(CC1)C(F)(F)F